[O-]P([O-])(=O)OP(=O)([O-])[O-] pyrophosphat